N-(4-(4-amino-5-(3-fluoro-4-((4-vinylpyrimidin-2-yl)oxy)phenyl)-7-methyl-7H-pyrrolo[2,3-d]pyrimidin-6-yl)phenyl)-2-cyclopropylacrylamide NC=1C2=C(N=CN1)N(C(=C2C2=CC(=C(C=C2)OC2=NC=CC(=N2)C=C)F)C2=CC=C(C=C2)NC(C(=C)C2CC2)=O)C